4-(2-methyl-6,7-dihydropyrazolo[1,5-a]pyrimidin-4(5H)-yl)-N-(3-methyl-[1,1'-biphenyl]-4-yl)-4-oxobutanamide CC1=NN2C(N(CCC2)C(CCC(=O)NC2=C(C=C(C=C2)C2=CC=CC=C2)C)=O)=C1